5,8-dimethylnaphthalenediol CC=1C2=CC=C(C(=C2C(=CC1)C)O)O